2-(4-methoxyphenyl)ethyl methacrylate C(C(=C)C)(=O)OCCC1=CC=C(C=C1)OC